tert-butyl 4-(3-(3-chloro-4-(piperidine-1-carbonyl)phenylamino)azetidin-1-yl)piperidine-1-carboxylate ClC=1C=C(C=CC1C(=O)N1CCCCC1)NC1CN(C1)C1CCN(CC1)C(=O)OC(C)(C)C